7-((2-methyl-4-(3-methylpyrrolidin-1-yl)phenyl)amino)-2H-benzo[b][1,4]oxazin-3(4H)-one CC1=C(C=CC(=C1)N1CC(CC1)C)NC=1C=CC2=C(OCC(N2)=O)C1